C[Pt](C)C tri-methylplatinum